N=1C=CN2N=C(C=CC21)N2CC1(CN(C1)C1=NC(=NC(=C1)C(F)(F)F)C)CC2 6-{imidazo[1,2-b]pyridazin-6-yl}-2-[2-methyl-6-(trifluoromethyl)pyrimidin-4-yl]-2,6-diazaspiro[3.4]octane